C(C1=CC=CC=C1)N(C(O)=O)CC(C(O)C#N)N(C(O)=O)C(C)(C)C.FC1=C(C=C(C=C1)C1=C(N(C(C2=CC=CC=C12)=O)CCC(=O)N)C(C)C)C 3-(4-(4-fluoro-3-methylphenyl)-3-isopropyl-1-oxoisoquinolin-2(1H)-yl)propanamide benzyl-tert-butyl-(3-cyano-3-hydroxypropane-1,2-diyl)dicarbamate